3-((2S)-3-(8-(biphenyl-4-ylsulfonyl)-1-oxa-8-azaspiro[4.5]dec-3-ylamino)-2-hydroxypropoxy)-N-methylbenzenesulfonamide C1(=CC=C(C=C1)S(=O)(=O)N1CCC2(CC(CO2)NC[C@@H](COC=2C=C(C=CC2)S(=O)(=O)NC)O)CC1)C1=CC=CC=C1